NC=1N=C(SC1C(=O)C1=CC(=NO1)Br)N(C1=CC=C(C=C1)F)[C@H](C(=O)N)C (S)-2-(N-[4-amino-5-(3-bromoisoxazole-5-carbonyl)thiazol-2-yl]-4-fluoro-anilino)propanamide